2-chloro-N-methyl-4-[[3-[1-prop-2-ynyl-3-(trifluoromethyl)pyrazol-4-yl]imidazo[1,2-a]pyrazin-8-yl]amino]benzamide ClC1=C(C(=O)NC)C=CC(=C1)NC=1C=2N(C=CN1)C(=CN2)C=2C(=NN(C2)CC#C)C(F)(F)F